N,N-diethyl-2-{4-(phenylmethyl)-phenoxy}ethylamine C(C)N(CC)CCOC1=CC=C(C=C1)CC1=CC=CC=C1